C=1(C(=CC=CC1)C1=CC=CC=C1)N 2,2'-biphenylamine